FC1=CC=C(C=C1)C1=C(C(=NC2=CC=CC=C12)C(F)(F)F)C#CC1=CC=C(C=C1)F 4-(4-Fluorophenyl)-3-((4-fluorophenyl)ethynyl)-2-(trifluoromethyl)quinoline